CS(=O)(=O)C=1C=C(CNC2=NC(=NC=C2C(F)(F)F)NC2=CC=C(C=C2)C2CCN(CC2)CC=2C=C(C=CC2)NC2C(NC(CC2)=O)=O)C=CC1 3-((3-((4-(4-((4-((3-(methylsulfonyl)benzyl)amino)-5-(trifluoromethyl)pyrimidin-2-yl)amino)phenyl)piperidin-1-yl)methyl)phenyl)amino)piperidine-2,6-dione